2-(butylsulfinyl)-4-phenyl-6-(thiophen-2-yl)thieno[2,3-b]pyridin-3-amine C(CCC)S(=O)C1=C(C=2C(=NC(=CC2C2=CC=CC=C2)C=2SC=CC2)S1)N